(2S,4R)-1-((S)-2-(10-aminodecanamido)-3,3-dimethylbutanoyl)-4-hydroxy-N-((S)-1-(4-(4-methylthiazol-5-yl)phenyl)ethyl)pyrrolidine-2-carboxamide NCCCCCCCCCC(=O)N[C@H](C(=O)N1[C@@H](C[C@H](C1)O)C(=O)N[C@@H](C)C1=CC=C(C=C1)C1=C(N=CS1)C)C(C)(C)C